COC1=CC=CC=C1OCC2CO2 Guaiacolglycidylether